1-methylimidazolium citrate C(CC(O)(C(=O)[O-])CC(=O)[O-])(=O)[O-].CN1C=[NH+]C=C1.CN1C=[NH+]C=C1.CN1C=[NH+]C=C1